3-(1H-indol-6-yl)-2-(3-{[(2S)-pyrrolidin-2-yl]methoxy}pyridin-4-yl)-1H-pyrrolo[3,2-b]pyridine N1C=CC2=CC=C(C=C12)C1=C(NC=2C1=NC=CC2)C2=C(C=NC=C2)OC[C@H]2NCCC2